N=1CCN2C=NC=3C=CC(=CC3C21)OC=2C=CC(=C(N)C2)F 5-((2,3-dihydroimidazo[1,2-c]quinazolin-9-yl)oxy)-2-fluoroaniline